(3-bromo-2,2-dimethyl-2H-chromen-7-yl)methanol BrC=1C(OC2=CC(=CC=C2C1)CO)(C)C